C1(=CC=C(C=C1)O[C@H]1CC(O[C@@H]1COC1=CC=C(C=C1)C)Cl)C 3,5-di-O-(p-tolyl)-2-deoxy-ribofuranosyl chloride